N-(5-hydroxypyridin-2-yl)-1-naphthamide OC=1C=CC(=NC1)NC(=O)C1=CC=CC2=CC=CC=C12